NCC#CC1=CC(=NN1C)NC1C(NC(CC1)=O)=O 3-((5-(3-aminoprop-1-yn-1-yl)-1-methyl-1H-pyrazol-3-yl)amino)piperidine-2,6-dione